CC1(C(NC2=CC=C(C=C12)C(=O)NC1(CCS(CC1)(=O)=O)C)=O)C 3,3-dimethyl-N-(4-methyl-1,1-dioxidotetrahydro-2H-thiopyran-4-yl)-2-oxoindoline-5-carboxamide